3-hydroxy-5-methyl-4-[3-[rel-(3R)-1-methyl-3-piperidyl]pyrido[2,3-b]pyrazin-6-yl]benzonitrile OC=1C=C(C#N)C=C(C1C=1C=CC=2C(=NC(=CN2)[C@H]2CN(CCC2)C)N1)C |o1:18|